CC(C)(C)OC(CCOCCN)=O 3-[(2-aminoethyl)oxy]propionic acid-2-methylpropan-2-yl ester